C(#N)N=C(NCCCCCCNC(C1=NC=CC=C1)=O)NC1=CC=NC=C1 N-(6-(2-cyano-3-(pyridin-4-yl)guanidino)hexyl)picolinamide